2-acryloyloxyethyl isocyanat C(C=C)(=O)OCCN=C=O